C(C=C)(=O)N1CC2=C(CCC1)C(=CC=C2)C2=C1C=C(NC1=C(C=C2F)C(=O)N)C 4-(2-acryloyl-2,3,4,5-tetrahydro-1H-benzo[c]azepin-6-yl)-5-fluoro-2-methyl-1H-indole-7-carboxamide